N-(2-(dimethylamino)ethyl)-N-(5-(pyridin-2-yl)pyrimidin-2-yl)benzamide CN(CCN(C(C1=CC=CC=C1)=O)C1=NC=C(C=N1)C1=NC=CC=C1)C